CN(/C=C/C=O)C (E)-3-dimethylaminoacrolein